5-(2,5-difluorobenzyl)-1H-indazol-3-amine FC1=C(CC=2C=C3C(=NNC3=CC2)N)C=C(C=C1)F